FC=1C=2N(C=C(C1)NC(=O)C1=CC=C(C3=CN(N=C13)C1COCC1)N1CCN(CC1)C(=O)OC(C)(C)C)C=C(N2)C tert-butyl 4-[7-({8-fluoro-2-methylimidazo[1,2-a]pyridin-6-yl}carbamoyl)-2-(oxolan-3-yl)indazol-4-yl]piperazine-1-carboxylate